C(C)N(CCCCS(=O)(=O)N1CCC(CC1)NC1=NC=C(C(=N1)C=1C=NN(C1)CC(C)(O)C)C(F)(F)F)CC 1-(4-(2-((1-((4-(Diethylamino)butyl)sulfonyl)piperidin-4-yl)amino)-5-(trifluoromethyl)pyrimidin-4-yl)-1H-pyrazol-1-yl)-2-methylpropan-2-ol